NC=1C=2N(C=CN1)C(=NC2Br)C21CCC(CC2)(C1)C(=O)OC methyl 4-(8-amino-1-bromoimidazo[1,5-a]pyrazin-3-yl)bicyclo[2.2.1]heptane-1-carboxylate